5-fluoro-N-(5-(piperazin-1-ylmethyl)pyridin-2-yl)pyrimidin-2-amine FC=1C=NC(=NC1)NC1=NC=C(C=C1)CN1CCNCC1